N1N(CC2=CC=CC=C12)CNC(=S)NC1=CC=C(C=C1)Br 1-((1H-indazol-2-yl)methyl)-3-(4-bromophenyl)thiourea